5-formyl-2'-deoxycytidine C(=O)C=1C(=NC(N([C@H]2C[C@H](O)[C@@H](CO)O2)C1)=O)N